SCCCS(=O)(=O)[O-].[Na+] sodium 3-mercaptopropanesulphonate